N'-((1,2,3,5,6,7-hexahydro-s-indacen-4-yl)carbamoyl)-5-(2-(hydroxymethyl)phenyl)thiophene-2-sulfonimidamide C1CCC2=C(C=3CCCC3C=C12)NC(=O)N=S(=O)(N)C=1SC(=CC1)C1=C(C=CC=C1)CO